iminomethyltetrahydrofolate N=COC(CC[C@@H](C(=O)O)NC(=O)C1=CC=C(NCC2CNC=3N=C(N)NC(=O)C3N2)C=C1)=O